BrC1=CC=C(C=C1)[C@@](C(F)(F)F)(N)C1=CC=C(C=C1)OC (S)-1-(4-bromophenyl)-2,2,2-trifluoro-1-(4-methoxyphenyl)ethane-1-amine